CC([C@H](C(=O)OC)N1C2=C(OC(C1=O)(F)F)C=C(C(=C2)C2=C(C(=C(C(=C2F)F)F)F)F)F)C methyl (R)-3-methyl-2-(2,2,7-trifluoro-3-oxo-6-(perfluorophenyl)-2,3-dihydro-4H-benzo[b][1,4]oxazin-4-yl)butanoate